C1=CC=C(C=2SC3=C(C21)C=CC=C3)C=3C=C(C=CC3)C=3C(=NC2=C1C(=C4C(=C2N3)C=CC=C4)C=CC=C1)C1=CC(=CC=C1)C1=CC=CC4=C1SC1=C4C=CC=C1 bis[3-(dibenzothiophen-4-yl)phenyl]dibenzo[f,H]quinoxaline